ethyl 2-[[(3S,4R)-1-benzyl-4-[[3-(5-methyl-1,2,4-oxadiazol-3-yl) benzoyl] amino] pyrrolidine-3-carbonyl] amino]-4-methyl-thiazole-5-carboxylate C(C1=CC=CC=C1)N1C[C@@H]([C@H](C1)NC(C1=CC(=CC=C1)C1=NOC(=N1)C)=O)C(=O)NC=1SC(=C(N1)C)C(=O)OCC